N,N-bis(cis-4-isopropylcyclohexyl)-5-(cis-4-tert-butylcyclohexylcarbonylamino)-isophthalamide C(C)(C)[C@H]1CC[C@H](CC1)N(C(C1=CC(C(=O)N)=CC(=C1)NC(=O)[C@@H]1CC[C@@H](CC1)C(C)(C)C)=O)[C@@H]1CC[C@@H](CC1)C(C)C